trifluoromethanesulfonic acid [6-[2,3-difluoro-4-[4-(4-propylcyclohexyl) cyclohexyl] phenyl]-2,3-difluoro phenyl] ester FC1=C(C=CC(=C1F)C1CCC(CC1)C1CCC(CC1)CCC)C1=CC=C(C(=C1OS(=O)(=O)C(F)(F)F)F)F